((R)-2-(((2R,3S,4R,5R)-5-(6-chloro-4-(cyclopentylamino)-1H-pyrazolo[3,4-d]pyrimidin-1-yl)-3,4-dihydroxytetrahydrofuran-2-yl)methoxy)-1-hydroxy-3-isopropoxypropan-2-yl)phosphonic acid ClC1=NC(=C2C(=N1)N(N=C2)[C@H]2[C@@H]([C@@H]([C@H](O2)CO[C@@](CO)(COC(C)C)P(O)(O)=O)O)O)NC2CCCC2